5-(3-(cyclopropylmethoxy)-4-(difluoromethoxy)phenethyl)-2-methoxy-pyridine C1(CC1)COC=1C=C(CCC=2C=CC(=NC2)OC)C=CC1OC(F)F